Ethyl (S)-3-(4',5-dicyclopropyl-4-fluoro-2'-methyl-6'-(pent-4-en-1-yloxy)-[1,1'-biphenyl]-3-yl)-3-((R)-2-((methylsulfonyl)oxy)pent-4-enamido)propanoate C1(CC1)C1=CC(=C(C(=C1)OCCCC=C)C1=CC(=C(C(=C1)C1CC1)F)[C@H](CC(=O)OCC)NC([C@@H](CC=C)OS(=O)(=O)C)=O)C